4-[[tert-butyl-(diphenyl)silyl]oxymethyl]-1-methyl-5,7-dihydrocyclopenta[c]pyridine-6,6-dicarboxylic acid diethyl ester C(C)OC(=O)C1(CC2=C(C(=NC=C2CO[Si](C2=CC=CC=C2)(C2=CC=CC=C2)C(C)(C)C)C)C1)C(=O)OCC